COC=1C(C(=O)[O-])=CC=CC1 Methylsalicylat